CC(C)(/C(=C/C(C(C)(C)C)=O)/[O-])C.CC(C)(/C(=C/C(C(C)(C)C)=O)/[O-])C.CC(C)(/C(=C/C(C(C)(C)C)=O)/[O-])C.[Mn+3] manganese(3+) tris[(3Z)-2,2,6,6-tetramethyl-5-oxo-3-hepten-3-olate]